C(C)OC1=C(OC2=CC=CC(=N2)C2=CN=CC(=N2)NC2=CC=CC(=N2)C=2C=C(C=CC2)CC(C(=O)O)(C)C)C=CC=C1 3-(3-(6-((6-(6-(2-ethoxyphenoxy)pyridin-2-yl)pyrazin-2-yl)amino)pyridin-2-yl)phenyl)-2,2-dimethylpropanoic acid